tert-butyl (1-(2-bromopyridin-4-yl)ethyl)(ethyl)carbamate BrC1=NC=CC(=C1)C(C)N(C(OC(C)(C)C)=O)CC